N'-(((R)-2-fluoro-1,2,3,5,6,7-hexahydro-s-indacen-4-yl)carbamoyl)-6,6-dimethyl-6,7-dihydro-5H-pyrazolo[5,1-b][1,3]oxazine-3-sulfonimidamide F[C@@H]1CC2=CC=3CCCC3C(=C2C1)NC(=O)N=S(=O)(N)C=1C=NN2C1OCC(C2)(C)C